5-[4-[3-[2-(4,4-Difluoro-1-piperidyl)ethoxy]pyrrolidine-1-yl]pyrrolo[2,1-f][1,2,4]triazin-6-yl]-1H-pyrimidine-2,4-dione FC1(CCN(CC1)CCOC1CN(CC1)C1=NC=NN2C1=CC(=C2)C=2C(NC(NC2)=O)=O)F